N-(4-cyclobutyl-5-(4-fluorophenyl)-1-methyl-1H-pyrazol-3-yl)-1-(trifluoromethyl)cyclopropane-1-carboxamide C1(CCC1)C=1C(=NN(C1C1=CC=C(C=C1)F)C)NC(=O)C1(CC1)C(F)(F)F